1-[(2R,4S)-4-(4-Amino-3-{2-[6-chloro-1-(difluoromethyl)-2-methyl-1,3-benzodiazol-5-yl]ethynyl}pyrazolo[3,4-d]pyrimidin-1-yl)-2-(methoxymethyl)pyrrolidin-1-yl]prop-2-en-1-one NC1=C2C(=NC=N1)N(N=C2C#CC2=CC1=C(N(C(=N1)C)C(F)F)C=C2Cl)[C@H]2C[C@@H](N(C2)C(C=C)=O)COC